C(C)(C)C=1C=C(C=CC1)C=1C=C2CCC([C@H](C2=CC1)NC(O[C@@H]1CN2CCC1CC2)=O)(C)C (S)-quinuclidin-3-yl ((R)-6-(3-isopropylphenyl)-2,2-dimethyl-1,2,3,4-tetrahydronaphthalen-1-yl)carbamate